N',1-dimethyl-pyrazolo[4,3-c]quinoline-8-carbohydrazide CNNC(=O)C1=CC=2C3=C(C=NC2C=C1)C=NN3C